O=C1CC(CN1)C(=O)O 5-oxo-pyrrolidine-3-carboxylic acid